2-[4-(methylamino)-1-piperidyl]ethanol CNC1CCN(CC1)CCO